nonadecyl-trimethyl-ammonium carbonate C([O-])([O-])=O.C(CCCCCCCCCCCCCCCCCC)[N+](C)(C)C.C(CCCCCCCCCCCCCCCCCC)[N+](C)(C)C